bis-[3-(p-tert-butylbenzenesulfonyloxy)phenyl]urea C(C)(C)(C)C1=CC=C(C=C1)S(=O)(=O)OC=1C=C(C=CC1)NC(NC1=CC(=CC=C1)OS(=O)(=O)C1=CC=C(C=C1)C(C)(C)C)=O